C(C(=O)O)(=O)O.COC=1C=C(C=CC1)N1CCN(CC1)CCC(=O)N1C2=C(CCC3=C1C=CC=C3)C=CC(=C2)Cl 3-[4-(3-methoxyphenyl)piperazin-1-yl]-1-[3-chloro-10,11-dihydro-5H-dibenzo[b,f]azepin-5-yl]propan-1-one oxalate